N-(1-hexadecanoyl)-4-hydroxy-L-proline (1-hexadecyl) ester C(CCCCCCCCCCCCCCC)OC([C@H]1N(CC(C1)O)C(CCCCCCCCCCCCCCC)=O)=O